(R)-N-((S)-1-((S)-9-chloro-4-ethyl-8-fluoro-4-hydroxy-3,14-dioxo-3,4,12,14-tetrahydro-1H-pyrano[3',4':6,7]indolizino[1,2-b]quinolin-11-yl)ethyl)-2-cyclopropyl-2-hydroxyacetamide ClC1=CC=2C(=C3C(=NC2C=C1F)C1=CC2=C(C(N1C3)=O)COC([C@]2(O)CC)=O)[C@H](C)NC([C@H](O)C2CC2)=O